O=C1C2=C(C=NN1)N=C(N=C2NC2=CC=C(CN1CCC3(CC3C(=O)O)CC1)C=C2)C2=CC=CC=C2 6-(4-(5-oxo-2-phenyl-5,6-dihydropyrimido[4,5-d]pyridazin-4-ylamino)benzyl)-6-azaspiro[2.5]octane-1-carboxylic acid